ClCC1=C(N=C2N1C=1N=C(C=C(C1C=C2)C2=CC=C(C=C2)C)C(C(F)(F)F)(F)F)C=2OC=NN2 2-(9-(chloromethyl)-2-(perfluoroethyl)-4-(p-tolyl)imidazo[1,2-a][1,8]naphthyridin-8-yl)-1,3,4-oxadiazole